ClC=1N(N=C2C=CC(=C(C12)Cl)C1=NNC2=NC(=C(N=C21)CO)N2C1CC(CC2CC1)O)C endo-8-[3-(3,4-dichloro-2-methyl-2H-indazol-5-yl)-5-(hydroxymethyl)-1H-pyrazolo[3,4-b]pyrazin-6-yl]-8-azabicyclo[3.2.1]octan-3-ol